FC=1C=C2CC(CC2=CC1F)OC=1N=NNC1C(=O)O 4-((5,6-difluoro-2,3-dihydro-1H-inden-2-yl)oxy)-1H-1,2,3-triazole-5-carboxylic acid